(3R)-3-(4-(5-methyl-1,2,3,4-tetrahydro-1,8-naphthyridin-2-yl)butoxy)pyrrolidine-1-carboxylic acid tert-butyl ester C(C)(C)(C)OC(=O)N1C[C@@H](CC1)OCCCCC1NC2=NC=CC(=C2CC1)C